NCC1=NNC(C2=CC=C(C=C12)C=1C=NN(C1C1=NC2=CC=CC=C2C=C1)C)=O 4-(aminomethyl)-6-(1-methyl-5-(quinolin-2-yl)-1H-pyrazol-4-yl)phthalazin-1(2H)-one